FC(C1=CC=C(C[C@@H](NC(C(C)(C)C)=O)C(=O)O)C=C1)(F)F (R)-4-trifluoromethyl-pivaloyl-phenylalanine